FC1=CC=C(C=C1)C(C(=O)NC1=CC=C(C=C1)C1=NC=NC2=CC(=C(C=C12)OC)OCC1CCNCC1)(C)C 2-(4-fluorophenyl)-N-(4-(6-methoxy-7-(piperidin-4-ylmethoxy)quinazolin-4-yl)phenyl)-2-methylpropanamide